tert-pentyl peroxyneodecanoate C(CCCCCC(C)(C)C)(=O)OOC(C)(C)CC